2-amino-6-borono-2-((R)-1-(4-(trifluoromethyl)benzyl)pyrrolidin-3-yl)hexanoic acid NC(C(=O)O)(CCCCB(O)O)[C@H]1CN(CC1)CC1=CC=C(C=C1)C(F)(F)F